ClC1=CC(=C(C=C1)C1=NC(=CN2C1=NC(=C(C2=O)C)C(F)F)[C@H]2C[C@H](OCC2)C=2C=NN(C2)C2CC2)F 9-(4-chloro-2-fluoro-phenyl)-7-[(2S,4R)-2-(1-cyclopropylpyrazol-4-yl)tetrahydropyran-4-yl]-2-(difluoromethyl)-3-methyl-pyrazino[1,2-a]pyrimidin-4-one